C1(=CC=CC=C1)OC(C1=C(C=C(C=C1)C)O)=O Phenyl-2-hydroxy-4-methylbenzoate